CC1(CCCC=2C(=NC(=NC12)NS(=O)(=O)C=1C=NN(C1)C)OC1=C(C=CC=C1)C)C N-[8,8-Dimethyl-4-(2-methylphenoxy)-6,7-dihydro-5H-quinazolin-2-yl]-1-methyl-pyrazole-4-sulfonamide